C1(=CC=CC=C1)C=1C(=C2C(=C3C(=C(C(=C(C3=CC2=CC1)[2H])[2H])[2H])[2H])[2H])C1=CSC=2C1=CC=C1C2C=CC2=CC=CC=C21 phenyl(naphthobenzothiophenyl)anthracene-d5